(1S,6R)-6-((2,2-diphenylethoxy)carbonyl)cyclohex-3-ene-1-carboxylic acid C1(=CC=CC=C1)C(COC(=O)[C@@H]1CC=CC[C@@H]1C(=O)O)C1=CC=CC=C1